{4-[(4-Chloro-phenylamino)-methyl]-2,6-dimethyl-phenyl}-carbamic acid propyl ester C(CC)OC(NC1=C(C=C(C=C1C)CNC1=CC=C(C=C1)Cl)C)=O